N-(6-methyl-5-(7-(methylamino)-1,6-naphthyridin-3-yl)pyridin-3-yl)-5-oxo-5,6,7,8-tetrahydronaphthyridine-1-carboxamide CC1=C(C=C(C=N1)NC(=O)N1CC=CC=2C(CCNC12)=O)C=1C=NC2=CC(=NC=C2C1)NC